[Na+].[Na+].[Na+].P(=O)([O-])([O-])OC=1C(=O)O[C@@H](C1O)[C@@H](O)CO L-ascorbic acid 2-phosphate trisodium